Cl.C1(=CC=CC=C1)N/C=C/C=C/C=N/C1=CC=CC=C1 (E)-N-((2E,4E)-5-(phenyl-amino)penta-2,4-dienylidene)aniline hydrochloride